(E)-4-(6-(2-(3-methylbenzylidene)hydrazinyl)-9-(pyridin-3-ylmethyl)-9H-purin-2-yl)morpholine CC=1C=C(\C=N\NC2=C3N=CN(C3=NC(=N2)N2CCOCC2)CC=2C=NC=CC2)C=CC1